C(#N)C=1N=CC(=NC1)OCC12CC(C1)(C2)C(=O)Cl 3-(((5-cyanopyrazin-2-yl)oxy)methyl)bicyclo[1.1.1]pentane-1-carbonyl chloride